CC1=C(C=CC(=C1)C)C1=NC(=NC(=N1)C1=C(C=C(C=C1)C)C)C1=C(C=C(C=C1)OCCCCCCCC)O 4,6-bis-(2,4-dimethyl-phenyl)-2-(2-hydroxy-4-octyloxyphenyl)-s-triazine